C1(=CC=CC=C1)C(=CN1N=CC2=CC=CC=C12)C1=CC=CC=C1 1-(2,2-diphenylvinyl)-1H-indazole